C(=C/CCCC\C=C/CCCCCCCC)/O (Z,Z)-7,1-hexadecadien-1-ol